C(=C)C1(C(CC(CC1)C(=C)C)C(=C)C)C 1-vinyl-1-methyl-2,4-bis(1-methylvinyl)-cyclohexane